O=C1N(C(C=C1)=O)CCCCCC(=O)NCC#C 6-(2,5-dioxo-2,5-dihydro-1H-pyrrol-1-yl)-N-(prop-2-yne-1-yl)hexanamide